ClC1=NN(C=C1)CC1=CC(C(=C(N1C)C1=CC(=C(C=C1)Cl)Cl)C(=O)OCC)=O ethyl 6-[(3-chloropyrazol-1-yl)methyl]-2-(3,4-dichlorophenyl)-1-methyl-4-oxo-pyridine-3-carboxylate